(1-(2-fluoroethyl)-1H-indol-4-yl)methanone FCCN1C=CC2=C(C=CC=C12)C=O